5-ureidovaleramide hydrochloride Cl.N(C(=O)N)CCCCC(=O)N